tert-butyl 4-{2-[5-bromo-4-(4-chlorophenyl)-1H-imidazol-1-yl]acetyl}piperazine-1-carboxylate BrC1=C(N=CN1CC(=O)N1CCN(CC1)C(=O)OC(C)(C)C)C1=CC=C(C=C1)Cl